2-mercaptoisocaproic acid SC(C(=O)O)CC(C)C